C(C1=CC=CC=C1)C=1C=C(C=C(C1OC)C1=CC=CC=C1)N1N=C(CC1=O)C 1-(5-benzyl-6-methoxy-[1,1'-biphenyl]-3-yl)-3-methyl-1H-pyrazol-5(4H)-one